potassium cyclopropyltrifluoroborate C1(CC1)[B-](F)(F)F.[K+]